1-[(6S)-6-[6-(1-methylpyrazol-4-yl)pyrazolo[1,5-a]pyrazin-4-yl]oxy-1,4-oxazepan-4-yl]prop-2-en-1-one CN1N=CC(=C1)C=1N=C(C=2N(C1)N=CC2)O[C@H]2CN(CCOC2)C(C=C)=O